((((3R,5R)-1-(1H-imidazole-1-carbonyl)piperidine-3,5-diyl)bis(oxy))bis(2-oxoethane-2,1-diyl))bis(propane-2,1,3-triyl) tetranonanoate C(CCCCCCCC)(=O)OCC(COC(CCCCCCCC)=O)CC(=O)O[C@H]1CN(C[C@@H](C1)OC(CC(COC(CCCCCCCC)=O)COC(CCCCCCCC)=O)=O)C(=O)N1C=NC=C1